CNC=1N=CC(=C2C=C(N=CC12)NC(=O)C1CC1)C=1OC=2C(=NC=CC2)N1 N-(8-(methylamino)-5-(oxazolo[4,5-b]pyridin-2-yl)-2,7-naphthyridin-3-yl)cyclopropanecarboxamide